C(C)(=O)NNC(=O)C=1C(N(N=C(C1)C1=CC=C(C=C1)Cl)C=1C=NN(C1)C)=O N'-acetyl-6-(4-chlorophenyl)-2-(1-methyl-1H-pyrazol-4-yl)-3-oxo-2,3-dihydropyridazine-4-carbohydrazide